F[C@@H]1CN(CC[C@@H]1NC1=NN2C(C(=N1)OC)=C(C(=C2[2H])F)C=2C=CC1=C(N(N=N1)CCF)C2)C(C([2H])([2H])[2H])=O 1-((3R,4S)-3-fluoro-4-((6-fluoro-5-(1-(2-fluoroethyl)-1H-benzo[d][1,2,3]triazol-6-yl)-4-methoxypyrrolo[2,1-f][1,2,4]triazin-2-yl-7-d)amino)piperidin-1-yl)ethan-1-one-2,2,2-d3